C(C)[C@]1(C(OCC=2C(N3CC=4C(=NC5=CC(=C6C(=C5C4CNC(CO)=O)CCC6)F)C3=CC21)=O)=O)O (S)-N-((8-ethyl-4-fluoro-8-hydroxy-9,12-dioxo-2,3,8,9,12,14-hexahydro-1H,11H-cyclopenta[f]pyrano[3',4':6,7]indolizino[1,2-b]quinolin-15-yl)methyl)-2-hydroxyacetamide